(22R,23R,24S)-3β-bromo-5α,22,23-trihydroxystigmastan-6-one Br[C@@H]1C[C@@]2(C(C[C@H]3[C@@H]4CC[C@H]([C@@H]([C@H]([C@@H]([C@@H](CC)C(C)C)O)O)C)[C@]4(CC[C@@H]3[C@]2(CC1)C)C)=O)O